BrC1=C(C=CC(=C1)OC1CC(C1)OC)F 2-bromo-1-fluoro-4-((1r,3r)-3-methoxycyclobutoxy)benzene